N-(2,2'-Dichloro-4''-((3-fluoroazetidin-1-yl)methyl)-3''-methyl-[1,1':3',1''-terphenyl]-3-yl)-1,5-dimethyl-4,5,6,7-tetrahydro-1H-imidazo[4,5-c]pyridine-2-carboxamide ClC1=C(C=CC=C1NC(=O)C=1N(C2=C(CN(CC2)C)N1)C)C1=C(C(=CC=C1)C1=CC(=C(C=C1)CN1CC(C1)F)C)Cl